CCC(CCCC(C)=O)=O octane-3,7-dione